(S)-N-(4-(4-(2-(methoxymethyl)pyrrolidin-1-yl)-4-oxobutyl)-1-phenyl-1H-imidazol-2-yl)-3-(1H-pyrazol-4-yl)benzamide COC[C@H]1N(CCC1)C(CCCC=1N=C(N(C1)C1=CC=CC=C1)NC(C1=CC(=CC=C1)C=1C=NNC1)=O)=O